ClC=1C=C(CC=2C=CC(=NC2)C(=O)NC2=NN(C(C=C2)=O)C)C=CC1 5-(3-chlorobenzyl)-N-(1-methyl-6-oxo-1,6-dihydropyridazin-3-yl)picolinamide